N(F)(F)F.[Ni].[Co].[Si] silicon cobalt nickel nitrogen trifluoride